C(C)(C)(C)C1=CC(=NC=C1)C1=NC=CC(=C1)C(C)(C)C 4,4'-bis-tert-butyl-2,2'-bipyridin